C(C)(C)(C)OC(=O)N1CCC=C(C1)C=1C=NSC1 5-(Isothiazol-4-yl)-3,6-dihydropyridine-1(2H)-carboxylic acid tert-butyl ester